C[C@@H]1CC[C@@H]2[C@@H](C2(C)C)C3=C(CC[C@H]13)C The molecule is a carbotricyclic compound and sesquiterpene that is 1a,2,3,4,4a,5,6,7b-octahydro-1H-cyclopropa[e]azulene which is substituted by methyl groups at positions 1, 1, 4 and 7 (the 1aR,4R,4aR,7bS- diastereoisomer). It has been isolated from several plant species such as Anaphalis nubigena and Jatropha ribifolia. It has a role as a volatile oil component, a plant metabolite and an antibacterial agent. It is a carbotricyclic compound and a sesquiterpene. It is an enantiomer of a (+)-alpha-gurjunene.